OC1C(CCC(C1)(C)C)C1=CC=CC=N1 6-(2-hydroxy-4,4-dimethylcyclohexyl)pyridin